(R)-4-(8-cyano-2,3-dihydrobenzo[b][1,4]dioxin-5-yl)-5-ethoxy-2,8-dimethyl-1,4-dihydro-1,6-naphthyridine-3-carboxamide C(#N)C1=CC=C(C2=C1OCCO2)[C@H]2C(=C(NC1=C(C=NC(=C21)OCC)C)C)C(=O)N